2-iodo-6-(trifluoromethyl)pyridine IC1=NC(=CC=C1)C(F)(F)F